(R)-N-((S)-(3-amino-4-fluorophenyl)(pyridin-4-yl)methyl)-2-methylpropan-2-sulfinamide NC=1C=C(C=CC1F)[C@H](N[S@](=O)C(C)(C)C)C1=CC=NC=C1